C(=C/CC)/C1OC(=O)C2=CC=C(C=C12)OC (Z)-3-butenyl-5-methoxyphthalide